5-(((Trans-3-(3-cyclopropyl-4-((1-methyl-1H-pyrazol-5-yl)amino)-1H-pyrazol-1-yl)cyclobutyl)methyl)amino)-2-(2,6-dioxopiperidin-3-yl)isoindoline-1,3-dione C1(CC1)C1=NN(C=C1NC1=CC=NN1C)[C@@H]1C[C@H](C1)CNC=1C=C2C(N(C(C2=CC1)=O)C1C(NC(CC1)=O)=O)=O